C1(=CC=CC=C1)N1NC(C=C1C1=CC=C(C=C1)C(C)C)C=CC1=CC=C(C=C1)C(C)C 1-phenyl-3-(4-isopropylstyryl)-5-(4-isopropylphenyl)-dihydropyrazole